CN1C2=NC(=NC(=C2N=C1C1=CC=NC=C1)N1CCOCC1)C1=NC(=NC=C1)C=1CCCN(C1)C(=O)OC(C)(C)C tert-butyl 5-(4-(9-methyl-6-morpholino-8-(pyridin-4-yl)-9H-purin-2-yl)pyrimidin-2-yl)-3,4-dihydropyridine-1(2H)-carboxylate